α-ketoglutaric acid dimethyl ester COC(C(CCC(=O)OC)=O)=O